FC=1C=C(C=CC1OC1=C2C(=NC=C1)NC(N2C(C)C)=O)NC(=O)C=2C=NN(C2C(F)(F)F)C2=NC=C(C=N2)C N-(3-fluoro-4-((1-isopropyl-2-keto-2,3-dihydro-1H-imidazo[4,5-b]pyridin-7-yl)oxy)phenyl)-1-(5-methylpyrimidin-2-yl)-5-(trifluoromethyl)-1H-pyrazole-4-carboxamide